5-chloromethyl-2,4-dihydro[1,2,4]triazol-3-one ClCC=1NC(NN1)=O